(R)-6-(3-amino-6-(3-((dimethylamino)methyl)-4-(2-methylmorpholino)phenyl)-5-fluoropyrazin-2-yl)-7-fluoro-3,4-dihydroisoquinolin-1(2H)-one NC=1C(=NC(=C(N1)F)C1=CC(=C(C=C1)N1C[C@H](OCC1)C)CN(C)C)C=1C=C2CCNC(C2=CC1F)=O